FC=1C(=C(C=CC1)C=1C=C2N3CCN(C[C@@H]3CNC2=NN1)C1=NC=C(C=N1)C1CCN(CC1)C1CC2(C1)CCC(CC2)C(=O)OCC)O ethyl 2-[4-[2-[(10S)-4-(3-fluoro-2-hydroxy-phenyl)-1,5,6,8,12-pentazatricyclo[8.4.0.02,7]tetradeca-2,4,6-trien-12-yl]pyrimidin-5-yl]-1-piperidyl]spiro[3.5]nonane-7-carboxylate